(R)-(4-(6-chloro-5-(hydroxymethyl)-2-(methylthio)pyrimidin-4-yl)-1,4-oxazepan-3-yl)methanol ClC1=C(C(=NC(=N1)SC)N1[C@@H](COCCC1)CO)CO